O=C1N(CCC2=CC=NC=C12)CC=1OC2=C(C1)C=CC=C2C(=O)OCC Ethyl 2-((1-oxo-3,4-dihydro-2,7-naphthyridin-2(1H)-yl)methyl)benzofuran-7-carboxylate